(1r,4r)-4-fluoro-1-(2-((2-(methoxycarbonyl)-4-methylthiophen-3-yl)amino)-2-oxoethyl)-4-methyl-1-(2-((4-methylisoxazol-3-yl)amino)-2-oxoethyl)piperidin-1-ium FC1(CC[N+](CC1)(CC(=O)NC1=NOC=C1C)CC(=O)NC1=C(SC=C1C)C(=O)OC)C